C12(CC3CC(CC(C1)C3)C2)CC(=O)NCCCCCCCCCC2=C(C=CC=C2)C=2C(=NN3C2N=C(C=C3N3CCN(CC3)CCO)C3=CC=CC=C3)C 2-(adamantan-1-yl)-N-(9-(2-(7-(4-(2-hydroxyethyl)piperazin-1-yl)-2-methyl-5-phenylpyrazolo[1,5-a]pyrimidin-3-yl)phenyl)nonyl)acetamide